C(CCCCC)(=O)[O-].[Y+3].FC1(C(C1)C1=CC(=NC(=C1)S(=O)(=O)C)C1=CN(C2=CN=C(C=C21)NC(C)=O)C)F.C(CCCCC)(=O)[O-].C(CCCCC)(=O)[O-] N-(3-(4-(2,2-difluorocyclopropyl)-6-(methylsulfonyl)pyridin-2-yl)-1-methyl-1H-pyrrolo[2,3-c]pyridin-5-yl)acetamide Yttrium caproate